1-N-[4-(7-carbamoylquinolin-4-yl)oxyphenyl]-1-N'-(4-fluorophenyl)-cyclopropane-1,1-dicarboxamide C(N)(=O)C1=CC=C2C(=CC=NC2=C1)OC1=CC=C(C=C1)NC(=O)C1(CC1)C(=O)NC1=CC=C(C=C1)F